FC([C@H]1N(C[C@@H]([C@H]([C@@H]1O)O)O)CCC1=CC=CC=C1)F (2s,3r,4r,5s)-2-(difluoromethyl)-1-phenethyl-piperidine-3,4,5-triol